9,9-diethyl-2-(piperazin-1-ylmethyl)-9,10-dihydroacridine C(C)C1(C2=CC=CC=C2NC=2C=CC(=CC12)CN1CCNCC1)CC